3-(5-(((1-(1-isopropyl-6-((2-(4-methoxypiperidin-1-yl)pyrimidin-4-yl)amino)-1H-pyrazolo[4,3-c]pyridin-3-yl)piperidin-4-yl)(methyl)amino)methyl)-1-oxoisoindoline-2-yl)piperidin C(C)(C)N1N=C(C=2C=NC(=CC21)NC2=NC(=NC=C2)N2CCC(CC2)OC)N2CCC(CC2)N(C)CC=2C=C1CN(C(C1=CC2)=O)C2CNCCC2